C1(=CC=CC=C1)S(=O)(=O)O.C(C)(C)(C)C1=CC=C(C=C1)C1OCCC1 2-(4-tert-butylphenyl)tetrahydrofuran BENZENESULFONATE